FC(C(=O)O)(F)F.FC(C(=O)O)(F)F.N1=CN=CC2=CC=CC(=C12)O Quinazolin-8-ol bis(trifluoroacetate)